tert-butyl 6-((5-chloropyridin-2-yl) methoxy)-3',6'-dihydro-[2,4'-bipyridine]-1'(2'H)-carboxylate ClC=1C=CC(=NC1)COC1=CC=CC(=N1)C=1CCN(CC1)C(=O)OC(C)(C)C